N-(4-benzooxazol-2-yl-phenyl)-N-phenyl-N-{4'-(2-phenyl-benzooxazol-6-yl)-[1,1']biphenyl-4-yl}-amine O1C(=NC2=C1C=CC=C2)C2=CC=C(C=C2)N(C2=CC=C(C=C2)C2=CC=C(C=C2)C2=CC1=C(N=C(O1)C1=CC=CC=C1)C=C2)C2=CC=CC=C2